C12CNCC(CC1)N2C2=NC=C(C(=N2)NC=2C=C1C=NNC1=CC2C)Cl N-(2-(3,8-diazabicyclo[3.2.1]oct-8-yl)-5-chloropyrimidin-4-yl)-6-methyl-1H-indazol-5-amine